1-(5-(piperidin-1-yl)pyridin-2-yl)guanidine methyl-2-(4-(bis(benzyloxy)phosphoryloxy)phenyl)acetate CC(C(=O)O)C1=CC=C(C=C1)OP(=O)(OCC1=CC=CC=C1)OCC1=CC=CC=C1.N1(CCCCC1)C=1C=CC(=NC1)NC(=N)N